FC=1C=C2C(=NC1)C(N(C2)C=2C=NC(=CC2)N[C@@H]2C[C@H](CC2)NC=2N=NC(=CN2)C(F)(F)F)=O 3-fluoro-6-(6-(((1S,3S)-3-((6-(trifluoromethyl)-1,2,4-triazin-3-yl)amino)cyclopentyl)amino)pyridin-3-yl)-5,6-dihydro-7H-pyrrolo[3,4-b]pyridin-7-one